methyl-4H-pyrrolo[2,3-d]Thiazole-5-carboxylic acid ethyl ester C(C)OC(=O)C1=CC2=C(N=C(S2)C)N1